CN(CC=CC(=O)N1CC(N(CC1)C1=CC=C(S1)CCC(=O)NCCOCCNC(C1=CC=CC=C1)=O)=O)C N-(2-(2-(3-(5-(4-(4-(dimethylamino)but-2-enoyl)-2-oxopiperazin-1-yl)thiophen-2-yl)propanamido)ethoxy)ethyl)benzamide